ClC=1C(=C(C=CC1)NC1=NC=NC2=CC(=C(C=C12)N)C#C[C@]1(CN(CC1)C)C)F (S)-N4-(3-chloro-2-fluorophenyl)-7-((1,3-dimethylpyrrolidin-3-yl)ethynyl)quinazoline-4,6-diamine